(R)-(3-Aminopiperidin-1-yl)(2-(5-fluoro-1-(4-methoxybenzyl)-1H-indol-2-yl)-3,4-dihydro-5-oxa-1,2a-diazaacenaphthylen-7-yl)methanone gold-nickel-silver carbon [C].[Ag].[Ni].[Au].N[C@H]1CN(CCC1)C(=O)C=1C=C2OCCN3C(=NC(C1)=C32)C=3N(C2=CC=C(C=C2C3)F)CC3=CC=C(C=C3)OC